COC(COC1=C(C(=O)OC)C=CC(=C1)C(F)(F)F)=O Methyl 2-(2-methoxy-2-oxoethoxy)-4-(trifluoromethyl)benzoate